COC=1C(=CC=2N(C1)N=C(C2)C)NC(=O)C=2N=CC(=NC2)N2C[C@@H](CC2)N(C(OC(C)(C)C)=O)C tert-butyl (R)-(1-(5-((6-methoxy-2-methylpyrazolo[1,5-a]pyridin-5-yl)carbamoyl)pyrazin-2-yl)pyrrolidin-3-yl)(methyl)carbamate